CC(CCCCCCCCCCC)CCCCCCCCCCCCCCCCCCCCCCCC 12-Methylhexatriacontane